CC\C=C\CCCC (E)-Oct-3-ene